((S)-2-[[(1S)-1-cyano-2-[(3S)-2-oxo-3-piperidyl]ethyl]amino]-1-(cyclopropylmethyl)-2-oxo-ethyl)-1H-pyrrolo[2,3-c]pyridine C(#N)[C@H](C[C@H]1C(NCCC1)=O)NC([C@H](CC1CC1)N1C=CC=2C1=CN=CC2)=O